C1(=CC=CC=C1)C(C)NC=1C(C(=O)O)=CC=CC1 N-(1-phenylethyl)anthranilic acid